1-amino-9-ethyl-5-fluoro-9-hydroxy-4-methyl-1,2,3,9,12,15-hexahydro-10H,13H-benzo[de]pyrano[3',4':6,7]indolizino[1,2-b]quinoline-10,13-dione methanesulfonate CS(=O)(=O)O.NC1CCC=2C=3C1=C1C(=NC3C=C(C2C)F)C2=CC3=C(C(N2C1)=O)COC(C3(O)CC)=O